5-[4-(5-Cyano-pent-1-ynyl)-phenyl]-1-(2,4-dichloro-phenyl)-4-hydroxymethyl-1H-pyrazole-3-carboxylic acid morpholin-4-ylamide N1(CCOCC1)NC(=O)C1=NN(C(=C1CO)C1=CC=C(C=C1)C#CCCCC#N)C1=C(C=C(C=C1)Cl)Cl